N-((3-bromo-4-chloro-6-cyclopropylpyridin-2-yl)methyl)cyclopropanecarboxamide BrC=1C(=NC(=CC1Cl)C1CC1)CNC(=O)C1CC1